5-chloro-6-(4-fluorophenyl)pyrazin-2-amine ClC=1N=CC(=NC1C1=CC=C(C=C1)F)N